OC=1C(=NC(=CC1)C(F)(F)F)C(=O)O 3-hydroxy-6-(trifluoromethyl)pyridine-2-formic acid